6-[5-[(1S)-1-Aminoethyl]-3-cyclopropyl-1,2,4-triazol-1-yl]-N,N-dimethyl-pyrimidine-4-carboxamide hydrochloride Cl.N[C@@H](C)C1=NC(=NN1C1=CC(=NC=N1)C(=O)N(C)C)C1CC1